FC=1C=C(C=C(C1)O)C=1C2(CCC(C2CC1CCCCCC)O)C(=C)C1=CC=CC=C1 (Exo)-4-(3-fluoro-5-hydroxyphenyl)-5-hexyl-3a-(1-phenylvinyl)-1,2,3,3a,6,6a-hexahydropentalen-1-ol